5-(5-butyl-2-(4-methoxyphenyl)pyridin-3-yl)pyrimidine-2-carboxylic acid C(CCC)C=1C=C(C(=NC1)C1=CC=C(C=C1)OC)C=1C=NC(=NC1)C(=O)O